(1S,2S,3S,6R)-4-(fluoromethyl)-6-(phenethylamino)cyclohex-4-ene-1,2,3-triol FCC=1[C@@H]([C@@H]([C@H]([C@@H](C1)NCCC1=CC=CC=C1)O)O)O